BrC1=C2C=C(NC2=CC=C1)C(=O)N[C@H](C(=O)N[C@@H](C[C@H]1C(NCC1)=O)C#N)CC(C)C 4-bromo-N-[(2S)-1-({(1S)-1-cyano-2-[(3S)-2-oxopyrrolidin-3-yl]ethyl}amino)-4-methyl-1-oxopentan-2-yl]-1H-indole-2-carboxamide